laurylalcohol C(CCCCCCCCCCC)O